6-chloro-N-((6-cyclopropyl-3-fluoroimidazo[1,2-a]pyridin-2-yl)methyl)pyrimidin-4-amine ClC1=CC(=NC=N1)NCC=1N=C2N(C=C(C=C2)C2CC2)C1F